5-(3-methylimidazo[1,2-a]pyrimidin-6-yl)-N-(3,3,3-trifluoro-2,2-dimethylpropyl)pyrrolo[2,1-f][1,2,4]triazin-2-amine CC1=CN=C2N1C=C(C=N2)C=2C=CN1N=C(N=CC12)NCC(C(F)(F)F)(C)C